Isopropyl (1s,3s)-3-(methyl(7H-pyrrolo[2,3-d]pyrimidin-4-yl)amino)cyclobutane-1-carboxylate CN(C1CC(C1)C(=O)OC(C)C)C=1C2=C(N=CN1)NC=C2